dodecyl acetate (dodecenyl acetate) C(=CCCCCCCCCCC)CC(=O)O.C(C)(=O)OCCCCCCCCCCCC